O=C1C=CC(=NN1C1=CC(=CC=C1)C1=NOC(=C1)[Si](C)(C)C)C(=O)OC Methyl 6-oxo-1-[3-(5-trimethylsilylisoxazol-3-yl)phenyl]pyridazine-3-carboxylate